(prop-1-en-2-yl)-5,6,7,8-tetrahydronaphthalene-2-carbonitrile C=C(C)C1=C(C=CC=2CCCCC12)C#N